C(C)(C)(C)OC(=O)N1C[C@@H]([C@H](CC1)OCC1CC(C1)C1=CC=CC=2N(C(N(C21)C)=O)C2C(NC(CC2)=O)=O)F (3S,4S)-4-[[3-[1-(2,6-dioxo-3-piperidinyl)-3-methyl-2-oxo-benzoimidazol-4-yl]cyclobutyl]methoxy]-3-fluoro-piperidine-1-carboxylic acid tert-butyl ester